1,3,5,7-Estratetra-en-3-ol-17-one C[C@@]12C(CC[C@H]1C1=CC=C3C=C(C=C[C@@H]3[C@H]1CC2)O)=O